(R)-(3-Methyl-1-(2-(5-phenyl-3-(2-(((2-(trifluoromethyl)phenyl)sulfonyl)oxy)benzeneyl)-1H-pyrazol-1-yl)acetamido)butyl)boronic acid CC(C[C@H](NC(CN1N=C(C=C1C1=CC=CC=C1)C1=C(C=CC=C1)OS(=O)(=O)C1=C(C=CC=C1)C(F)(F)F)=O)B(O)O)C